4-[5-(2-aminoethyl)pyrimidin-2-yl]-3-[2-methyl-6-[methyl(propan-2-yl)amino]pyrimidin-4-yl]oxybenzonitrile NCCC=1C=NC(=NC1)C1=C(C=C(C#N)C=C1)OC1=NC(=NC(=C1)N(C(C)C)C)C